NC1=C(N=C2N1C=CC=C2C2=C(C=CC(=C2)C)OC)C(=O)NC2CC(C2)C 3-Amino-8-(2-methoxy-5-methylphenyl)-N-(3-methylcyclobutyl)imidazo[1,2-a]pyridine-2-carboxamide